5-(dimethyl-amino)valeric acid CN(CCCCC(=O)O)C